FC=1C=NN(C1)C1=CC=C(C=N1)C(C(=O)N)C 2-(6-(4-fluoro-1H-pyrazol-1-yl)pyridin-3-yl)propionamide